Pyrazolo[1,5-a]pyrimidine-7-amine N1=CC=C2N1C(=CC=N2)N